boron telluride [B]=[Te]